germanium (trimethyl-ammonium) C[NH+](C)C.[Ge+2]